Benzyl 6'-[4-(dibutoxymethyl)piperidin-1-yl]-5,6-dihydro[3,3'-bipyridine]-1(4H)-carboxylate C(CCC)OC(C1CCN(CC1)C1=CC=C(C=N1)C1=CN(CCC1)C(=O)OCC1=CC=CC=C1)OCCCC